O1CCN(CC1)C=1C=C(C=CC1)C1=CC(=C(S1)C(=O)N[C@@H]1CN(CCC1)C(=O)OCCCC)NC(=O)N butyl (S)-3-(5-(3-morpholinophenyl)-3-ureidothiophene-2-carboxamido)piperidine-1-carboxylate